C(#N)CC1N(CCN(C1)C=1C2=C(N=C(N1)C=O)OC(CC2)C2=CC=CC1=CC=CC=C21)C(=O)OC(C)(C)C tert-butyl 2-(cyanomethyl)-4-(2-formyl-7-(naphthalen-1-yl)-6,7-dihydro-5H-pyrano[2,3-d]pyrimidin-4-yl)piperazine-1-carboxylate